N-{7-[6-({[(3-cyanophenyl)carbamoyl]methyl}carbamoyl)pyridin-2-yl]-2-(methoxymethyl)naphthalen-1-yl}prop-2-enamide C(#N)C=1C=C(C=CC1)NC(=O)CNC(=O)C1=CC=CC(=N1)C1=CC=C2C=CC(=C(C2=C1)NC(C=C)=O)COC